C1(=CC=CC=C1)NC(N(C)C)=O phenyl-1,1-dimethylurea